Ethyl-2-(((2-(6-methoxypyridin-3-yl)-4-morpholinothieno[3,2-d]pyrimidin-6-yl) methyl) (methyl)amino)pyrimidine-5-carboxylate C(C)OC(=O)C=1C=NC(=NC1)N(C)CC1=CC=2N=C(N=C(C2S1)N1CCOCC1)C=1C=NC(=CC1)OC